F[C@H]1[C@@H](C2=CC=C(C=C2C1)N1C(=NC=2C1=NC(=CC2)N2N=CC=C2)C=2C(=NC=CC2)N)NC2CCNCC2 3-{3-[(1R,2R)-2-fluoro-1-(piperidin-4-ylamino)-2,3-dihydro-1H-inden-5-yl]-5-(pyrazol-1-yl)imidazo[4,5-b]pyridin-2-yl}pyridin-2-amine